FC=1C=C(C(=O)NO)C=C(C1SC1=NN=C(N1CCN1CCOCC1)C1=CC=C(C=C1)F)F 3,5-difluoro-4-[[5-(4-fluorophenyl)-4-(2-morpholinoethyl)-1,2,4-triazol-3-yl]mercapto]benzohydroxamic acid